C1NC(CC12CCNCC2)C(=O)[O-] 2,8-diazaspiro[4.5]decane-3-carboxylate